1-benzyl-3-butylimidazole hydroxide salt [OH-].C(C1=CC=CC=C1)N1CN(C=C1)CCCC